((5-(trifluoromethyl)pyridin-3-yl)carbamoyl)(3-((5-(1,3,5-trimethyl-1H-pyrazol-4-yl)pyridin-2-yl)methyl)-1,2,3-oxadiazol-3-ium-5-yl)amide FC(C=1C=C(C=NC1)NC(=O)[N-]C1=C[N+](=NO1)CC1=NC=C(C=C1)C=1C(=NN(C1C)C)C)(F)F